C(C)(C)N1N=CC(=C1)NC=1C=C(C(=NC1)C)C=1C=NC2=CC(=NC=C2C1)NC 3-(5-((1-isopropyl-1H-pyrazol-4-yl)amino)-2-methylpyridin-3-yl)-N-methyl-1,6-naphthyridin-7-amine